9-((3-Iodo-6-methyl-5,5-dioxido-6,11-dihydrodibenzo[c,f][1,2]thiazepin-11-yl)amino)nonanoic acid hydrochloride salt Cl.IC1=CC2=C(C(C3=C(N(S2(=O)=O)C)C=CC=C3)NCCCCCCCCC(=O)O)C=C1